N-[3-fluoro-4-[(7-methoxy-1,5-naphthyridin-4-yl)oxy]phenyl]-4-hydroxy-2,6-dimethyl-5-(4-methylsulfonylphenyl)pyridine-3-carboxamide FC=1C=C(C=CC1OC1=CC=NC2=CC(=CN=C12)OC)NC(=O)C=1C(=NC(=C(C1O)C1=CC=C(C=C1)S(=O)(=O)C)C)C